BrC=1C=C(C=CC1)C(C1=NN=NN1C)Cl 5-[(3-bromophenyl)-chloro-methyl]-1-methyl-tetrazole